7-hydroxy-4-(4-ethyl-(2-hydroxyethyl)-amino-1-methyl-1-butylamino)quinoline OC1=CC=C2C(=CC=NC2=C1)N(C(CCCCC)(C)CCO)N